C(C)(C)(C)OC(=O)N1CCC(CC1)NC1=C(C(=CC=C1)N1N=CC(=C1)C(=O)OCC)[N+](=O)[O-] 4-[3-(4-ethoxycarbonylpyrazol-1-yl)-2-nitro-anilino]piperidine-1-carboxylic acid tert-butyl ester